C1C(CC12CCNCC2)OC2=NC=CC(=C2)N2C1CN(CC2CC1)C=1C=C(N=NC1N)C1=C(C=CC=C1)O 2-(5-(8-(2-((7-azaspiro[3.5]nonan-2-yl)oxy)pyridin-4-yl)-3,8-diazabicyclo[3.2.1]oct-3-yl)-6-aminopyridazin-3-yl)phenol